N-[3-chloro-4-(piperazine-1-carbonyl)phenyl]-5-[4-(difluoromethoxy)-2-fluoro-phenyl]-1-methyl-imidazole-2-carboxamide ClC=1C=C(C=CC1C(=O)N1CCNCC1)NC(=O)C=1N(C(=CN1)C1=C(C=C(C=C1)OC(F)F)F)C